(R)-7-(4-methylpiperazin-1-yl)-1-((1-(3-nitro-5-(trifluoromethyl)phenyl)ethyl)amino)Pyrido[3,4-d]pyridazin-4(3H)-one CN1CCN(CC1)C1=CC2=C(C(NN=C2N[C@H](C)C2=CC(=CC(=C2)C(F)(F)F)[N+](=O)[O-])=O)C=N1